NC1=NNC2=C1C(=NC=C2C2=CC=NC=C2)C2=CC=C(CNC(C1=C(C=CC(=C1)F)OC)=O)C=C2 N-(4-(3-amino-7-(pyridin-4-yl)-1H-pyrazolo[4,3-c]pyridin-4-yl)benzyl)-5-fluoro-2-methoxybenzamide